COC(=O)C1CN(C1)CC1=CC=C(C=C1)C1=NOC(C1)C1=C(C=CC=C1)Br 1-(4-(5-(2-bromophenyl)-4,5-dihydroisoxazol-3-yl)benzyl)azetidine-3-carboxylic acid methyl ester